COC1=NC=NC=C1C=1N=CC2=C(N1)NC=C2 (4-methoxypyrimidin-5-yl)-7H-pyrrolo[2,3-d]pyrimidin